2-(7-chloro-6-(4-(1-(2-fluoropropyl)piperidin-4-yl)phenyl)-4-methyl-2H-indazol-2-yl)-2-((R)-6-fluoro-6,7-dihydro-5H-pyrrolo[1,2-c]imidazol-1-yl)acetic acid ethyl ester C(C)OC(C(C1=C2N(C=N1)C[C@@H](C2)F)N2N=C1C(=C(C=C(C1=C2)C)C2=CC=C(C=C2)C2CCN(CC2)CC(C)F)Cl)=O